2-[(4-amino-2-nitrophenyl)amino]benzoic acid NC1=CC(=C(C=C1)NC1=C(C(=O)O)C=CC=C1)[N+](=O)[O-]